N[C@H](C)C=1C=C(C=C2C(N(C(=NC12)C1CCN(CC1)C(=O)OC(C)(C)C)C)=O)C tert-butyl 4-{8-[(1R)-1-aminoethyl]-3,6-dimethyl-4-oxo-3,4-dihydroquinazolin-2-yl}piperidine-1-carboxylate